C(C)(=O)O.CC1=C(C(=O)C=2C=C3C=4C=C(C=CC4N(C3=CC2)CC)C(CCC2CCCC2)=NO)C=CC=C1 1-(6-(2-methylbenzoyl)-9-ethylcarbazol-3-yl)-3-cyclopentyl-propan-1-one-Oxime acetate